4-(4-cyano-3-((4-(trifluoromethoxy)benzyl)oxy)phenoxy)-1H-1,2,3-triazole-5-carboxylic acid C(#N)C1=C(C=C(OC=2N=NNC2C(=O)O)C=C1)OCC1=CC=C(C=C1)OC(F)(F)F